CC1=CC(=NN1)C(C)N 1-(5-methyl-1H-pyrazol-3-yl)ethan-1-amine